decyl(1,7,7-trimethylbicyclo[2.2.1]heptan-2-yl)sulfane C(CCCCCCCCC)SC1C2(CCC(C1)C2(C)C)C